ethyl-3-(3,5-di-tert-butyl-4-hydroxyphenyl)-propionate C(C)OC(CCC1=CC(=C(C(=C1)C(C)(C)C)O)C(C)(C)C)=O